C(CCCCCCCCCC)N=C=O Undecyl isocyanat